3-(9H-carbazol-9-yl)-5'-chloro-3'-methyl-5'-(2,4,4-trimethylpentan-2-yl)biphenyl-2-ol C1=CC=CC=2C3=CC=CC=C3N(C12)C1=C(C(=CC=C1)C=1C=C(CC(C1)(C(C)(CC(C)(C)C)C)Cl)C)O